COC(CCCCCC[C@@H]1[C@H]([C@@H](C[C@@H]1OC(C)=O)OC1OCCCC1)C=O)=O 7-((1R,2R,3R,5S)-5-Acetoxy-2-formyl-3-((tetrahydro-2H-pyran-2-yl)oxy)cyclopentyl)heptanoic acid methyl ester